5-chloro-2-(2-ethoxy-4-fluorophenoxy)-N-(2-oxo-1,2-dihydropyridin-4-yl)-6-(trifluoromethyl)nicotinamide ClC=1C(=NC(=C(C(=O)NC2=CC(NC=C2)=O)C1)OC1=C(C=C(C=C1)F)OCC)C(F)(F)F